COC=1C(=NC(=CC1)C1CCOCC1)CC(=O)NN 2-(3-methoxy-6-(tetrahydro-2H-pyran-4-yl)pyridin-2-yl)acetohydrazide